2-(methylthio)-1-((S)-2-(5-(p-tolyl)imidazol-2-yl)piperidin-1-yl)propan-1-one CSC(C(=O)N1[C@@H](CCCC1)C=1NC(=CN1)C1=CC=C(C=C1)C)C